2-[[7-[1-(azetidin-3-yl)-6-chloro-3,4-dihydro-2H-quinolin-8-yl]thieno[3,2-b]pyridin-2-yl]methyl]-5-(cyclobutylamino)pyridazin-3-one, formic acid salt C(=O)O.N1CC(C1)N1CCCC2=CC(=CC(=C12)C1=C2C(=NC=C1)C=C(S2)CN2N=CC(=CC2=O)NC2CCC2)Cl